Cl.C1(=CC=CC=C1)[C@H]1NCC[C@H](C1)N1CCOCC1 4-((2s,4r)-2-phenylpiperidin-4-yl)morpholine hydrochloride